(cyclohexylphenyl)diphenyl-sulfonium C1(CCCCC1)C1=C(C=CC=C1)[S+](C1=CC=CC=C1)C1=CC=CC=C1